C(C)(=O)N1CC[C@@H]2N(C([C@H](C1)NC(=O)C1=CC3=C(S1)C=CC(=C3)C(F)(F)P(O)(O)=O)=O)[C@@H](CC2)C(=O)N2[C@@H](COCC2)C2=CC=CC=C2 ((2-(((5S,8S,10aR)-3-acetyl-6-oxo-8-((R)-3-phenylmorpholine-4-carbonyl)decahydropyrrolo[1,2-a][1,5]diazocin-5-yl)carbamoyl)benzo[b]thiophen-5-yl)difluoromethyl)phosphonic acid